ethyl 5-bromo-1-((2-(trimethylsilyl)ethoxy)methyl)-1H-1,2,4-triazole-3-carboxylate BrC1=NC(=NN1COCC[Si](C)(C)C)C(=O)OCC